(R)-tert-butyl (1-(3-fluoro-2-methylphenyl)-1-oxopentan-2-yl)carbamate FC=1C(=C(C=CC1)C([C@@H](CCC)NC(OC(C)(C)C)=O)=O)C